C(C)(C)C1N2C(C3=CC(=C(C=C3C1)OCCCOC)OC)=CC(C(=C2)C(=O)O)=NC 6-isopropyl-10-methoxy-9-(3-methoxypropoxy)-2-(methylimino)-6,7-dihydro-2H-pyrido[2,1-a]isoquinoline-3-carboxylic acid